OC1=C(C=CC(=C1)OC)C1=CC(=NC(=C1)C1=C(C=C(C=C1)Cl)Cl)N 4-(2'-hydroxy-4'-methoxyphenyl)-6-(2',4'-dichlorophenyl)-2-aminopyridine